CC1=NC(=NC(=C1)C)N1[C@@H]2[C@H](CCC1)[C@H](NC2)C (4aR,5R,7aR)-1-(4,6-dimethylpyrimidin-2-yl)-5-methyl-octahydro-1H-pyrrolo[3,4-b]pyridine